(S)-Methyl 2-(1-amino-1,2,3,4-tetrahydronaphthalen-1-yl)acetate N[C@@]1(CCCC2=CC=CC=C12)CC(=O)OC